N-[5-(1H-benzimidazol-2-yl)-1-[(4-methoxyphenyl)methyl]pyrazol-3-yl]-3-cyano-4-(2-methoxyethoxy)benzamide N1C(=NC2=C1C=CC=C2)C2=CC(=NN2CC2=CC=C(C=C2)OC)NC(C2=CC(=C(C=C2)OCCOC)C#N)=O